COC1=CC=C(CN2C(N(CCC2=O)C2=CN=C3N2C=CC=C3C3CCN(CC3)C(=O)OC(C)(C)C)=O)C=C1 tert-butyl 4-(3-(3-(4-methoxybenzyl)-2,4-dioxotetrahydropyrimidin-1(2H)-yl)imidazo[1,2-a]pyridin-8-yl)piperidine-1-carboxylate